pyridin-6(4H)-one N1C=CCCC1=O